2-Amino-3-(6-methoxy-2-oxo-1,2-dihydroquinolin-3-yl)propanamide NC(C(=O)N)CC=1C(NC2=CC=C(C=C2C1)OC)=O